N-{[4-(benzenesulfonyl)phenyl]methyl}thieno[3,2-b]pyridine-2-carboxamide C1(=CC=CC=C1)S(=O)(=O)C1=CC=C(C=C1)CNC(=O)C1=CC2=NC=CC=C2S1